methyl (7S)-2-benzyl-7-methyl-3-(1-(piperidin-4-yl)ethyl)-3,7,8,9-tetrahydro-6H-imidazo[4,5-f]quinoline-6-carboxylate C(C1=CC=CC=C1)C=1N(C=2C(=C3CC[C@@H](N(C3=CC2)C(=O)OC)C)N1)C(C)C1CCNCC1